ClC=1C=C(COC2=CC=C(C(=O)NC3=CC=C4C(=NN(C4=C3)CCC3CCN(CC3)C)C)C=C2)C=CC1 4-((3-chlorobenzyl)oxy)-N-(3-methyl-1-(2-(1-methylpiperidin-4-yl)ethyl)-1H-indazol-6-yl)benzamide